4',4'-difluoro-7-(trifluoromethyl)spiro[chromane-2,1'-cyclohexan]-4-one FC1(CCC2(CC1)OC1=CC(=CC=C1C(C2)=O)C(F)(F)F)F